C(C)(P([O-])(=O)OO)P([O-])(=O)[O-] 1-hydroxy ethane-1,1-diphosphonate